decyl (2-(4-(dihexylamino)piperidin-1-yl)ethyl) hydrogen phosphate P(=O)(OCCCCCCCCCC)(OCCN1CCC(CC1)N(CCCCCC)CCCCCC)O